6-Amino-3-((1R,3S)-3-(3-amino-1H-pyrazol-1-yl)-4'-chloro-1',2'-dihydrospiro[cyclopentane-1,3'-pyrrolo[2,3-b]pyridin]-5'-yl)-2-fluoro-N,N-dimethylbenzamide NC1=CC=C(C(=C1C(=O)N(C)C)F)C=1C(=C2C(=NC1)NC[C@]21C[C@H](CC1)N1N=C(C=C1)N)Cl